C(#N)C=1N=CC(=NC1)[C@@H](C)NC(CC=1C(NC2=CC=C(C(=C2C1C)F)F)=O)=O |o1:8| rel-N-[(1R)-1-(5-Cyanopyrazin-2-yl)ethyl]-2-(5,6-difluoro-4-methyl-2-oxo-1H-quinolin-3-yl)acetamide